BrC1=C(C(=C(C=NO)C(=C1)F)F)F 4-bromo-2,3,6-trifluorobenzaldehyde oxime